NC1=C(C=C(N=N1)C1=C(C=CC=C1)O)N1CC2CCC(C1)N2C2=CC(=NC=C2)C#CCN2CC(OCCC2)C 2-[6-amino-5-[8-[2-[3-(2-methyl-1,4-oxazepan-4-yl)prop-1-ynyl]-4-pyridinyl]-3,8-diazabicyclo[3.2.1]oct-3-yl]pyridazin-3-yl]phenol